C(CC)OCOCCCC(CC(C)[Cu]C(CC(CCCOCOCCC)C)C)C.[Li] lithium bis[6-propoxymethoxy-1,3-dimethylhexyl]copper